BrC1=C(C#N)C=CC(=C1)OC(F)F 2-bromo-4-(difluorometh-oxy)benzonitrile